C[C@H]1NC(C2=CC=3N=CC=CC3N2C1)=O (12R)-12-methyl-1,6,11-triazatricyclo[7.4.0.02,7]trideca-2(7),3,5,8-tetraen-10-one